methyl (R)-2-(4-(4-chlorophenyl)-2,3,9-trimethyl-6H-thieno[3,2-f][1,2,4]triazolo[4,3-a][1,4]diazepin-6-yl)acetate ClC1=CC=C(C=C1)C1=N[C@@H](C=2N(C3=C1C(=C(S3)C)C)C(=NN2)C)CC(=O)OC